tert-butyl 6-(3-bromophenyl)-2,6-diazaspiro[3.3]heptane-2-carboxylate BrC=1C=C(C=CC1)N1CC2(CN(C2)C(=O)OC(C)(C)C)C1